1-iodo-3,5-dimethoxy-2,4-dimethylbenzene IC1=C(C(=C(C(=C1)OC)C)OC)C